NC1=CC=C(C(=C1C#CC(CC)O)F)C=C 1-(6-amino-3-vinyl-2-fluorophenyl)pentyn-3-ol